N[C@H]1[C@@H](CC[C@H](C2=NC=CC=C21)O)C2=C(C(=CC=C2)F)F (5S,6S,9R)-5-amino-6-(2,3-difluorophenyl)-6,7,8,9-tetrahydro-5H-cyclohepta[b]pyridin-9-ol